3-(1,1-Dimethylethyl)-4-hydroxy-5-methyl-benzenepropanoic acid 2,4,8,10-tetraoxaspiro[5.5]undecane-3,9-diylbis(2,2-dimethyl-2,1-ethanediyl) ester CC1=CC(=CC(=C1O)C(C)(C)C)CCC(=O)OCC(C)(C)C2OCC3(CO2)COC(OC3)C(C)(C)COC(=O)CCC4=CC(=C(C(=C4)C)O)C(C)(C)C